N-(1'-(2-(((1s,3s)-3-methoxycyclobutyl)methoxy)-6-methylpyrimidin-4-yl)-1',2'-dihydrospiro[cyclopropane-1,3'-pyrrolo[3,2-c]pyridin]-6'-yl)acetamide COC1CC(C1)COC1=NC(=CC(=N1)N1CC2(C=3C=NC(=CC31)NC(C)=O)CC2)C